BrC=1C=C(C=C2CCCC(C12)=O)OCOC 8-bromo-6-(methoxymethoxy)tetralin-1-one